CC1=NC(=NC=2N([C@H](C(NC12)=O)C)C)N[C@@H]1C[C@@H](C1)C1=CC=C(C=C1)OC(F)(F)F (7S)-4,7,8-trimethyl-2-(((cis)-3-(4-(trifluoromethoxy)phenyl)cyclobutyl)amino)-7,8-dihydropteridin-6(5H)-one